8-bromo-N-(4-methoxybenzyl)-6-nitroquinolin-2-amine BrC=1C=C(C=C2C=CC(=NC12)NCC1=CC=C(C=C1)OC)[N+](=O)[O-]